6-(4-Ethyl-3-(hydroxymethyl)-5-oxo-4,5-dihydro-1H-1,2,4-triazol-1-yl)-7-fluoro-4-isopropyl-2-((1R*,2R*)-2-methylcyclopentyl)isoquinolin-1(2H)-one C(C)N1C(=NN(C1=O)C=1C=C2C(=CN(C(C2=CC1F)=O)[C@H]1[C@@H](CCC1)C)C(C)C)CO |o1:20,21|